OC1(C(C2=CC=CC=C2C1=O)=O)C1=C(C=C2C=CC=NC2=C1)O 2-Hydroxy-2-(6-hydroxyquinolin-7-yl)-1H-inden-1,3(2H)-dione